bis-(2,3,4-trihydroxyphenyl) sulfide OC1=C(C=CC(=C1O)O)SC1=C(C(=C(C=C1)O)O)O